C1C(CC2=CC=CC=C12)NC1=NC=C(C=N1)C1=C(N=C(O1)C)C#N 5-(2-((2,3-dihydro-1H-inden-2-yl)amino)pyrimidin-5-yl)-2-methyloxazole-4-carbonitrile